N1(CCN(CCN(CCN(CC1)CC(=O)O)CC(=O)O)CC(=O)O)CC(=O)O.ClC=1C(=CC(=NC1)OC)C1=CC(=NN1)C(=O)N1CCC(CC1)C(=O)NC1CCC(CC1)(C)O 1-(5-(5-chloro-2-methoxypyridin-4-yl)-1H-pyrazole-3-carbonyl)-N-((1s,4s)-4-hydroxy-4-methylcyclohexyl)piperidine-4-carboxamide 1,4,7,10-tetraazacyclododecane-1,4,7,10-tetraacetate